BrCC1=CC=C(COC2=C(C(N(N=C2)C(C)(C)C)=O)Cl)C=C1 5-((4-(bromomethyl)benzyl)oxy)-2-(tert-butyl)-4-chloropyridazin-3(2H)-one